ClC=1C=C(C=CC1)C1CC(C(N(C1C1=CC=C(C=C1)Cl)C(C(C)C)CS(=O)(=O)C(C)C)=O)(C)CC(=O)O 2-[5-(3-chlorophenyl)-6-(4-chlorophenyl)-1-[1-(isopropylsulfonylmethyl)-2-methyl-propyl]-3-methyl-2-oxo-3-piperidyl]acetic acid